CC1=C(C(=CC=C1)C)C=C(C(=O)OC)C(=O)OC dimethyl (2,6-dimethylphenylmethylene)malonate